N-(5-(((1r,4r)-4-((tert-butyldimethylsilyl)oxy)cyclohexyl)methoxy)-1,3,4-thiadiazol-2-yl)-5'-methoxy-2',6-dimethyl-(4,4'-bipyridine)-3-carboxamide [Si](C)(C)(C(C)(C)C)OC1CCC(CC1)COC1=NN=C(S1)NC(=O)C=1C=NC(=CC1C1=CC(=NC=C1OC)C)C